lithium-manganese fluoride [F-].[Mn+2].[Li+].[F-].[F-]